C(C)OC(=O)C=1N=C2N(CC(CC2)NC(C2=CC=C(C=C2)C#N)=O)C1 6-(4-Cyanobenzoylamino)-5,6,7,8-tetrahydroimidazo[1,2-a]pyridine-2-carboxylic acid ethyl ester